(R)-5-(1-(2,2-difluoroethyl)-2-methyl-1H-imidazo[4,5-b]pyridin-6-yl)-4-methoxy-N-(1,1,1-trifluoropropan-2-yl)-7H-pyrrolo[2,3-d]pyrimidin-2-amine FC(CN1C(=NC2=NC=C(C=C21)C2=CNC=1N=C(N=C(C12)OC)N[C@@H](C(F)(F)F)C)C)F